C(C)N1C2=CC(=CC=C2C=2C=C(C=CC12)CNCCOCCOCCOCCOCCOCC)C=1N=CSC1 N-((9-ethyl-7-(thiazol-4-yl)-9H-carbazol-3-yl)methyl)-3,6,9,12,15-pentaoxaheptadecan-1-amine